FC(C(=O)O)(F)F.N[C@H](C(=O)NCCC(=O)N[C@@H](CC(N)=O)C(=O)O)CCN(C(CO)=O)[C@H](C(C)(C)C)C=1N(C=C(C1)C1=C(C=CC(=C1)F)F)CC1=CC=CC=C1 N-{(2S)-2-amino-4-[{(1R)-1-[1-benzyl-4-(2,5-difluorophenyl)-1H-pyrrol-2-yl]-2,2-dimethylpropyl}(glycolyl)amino]butanoyl}-β-alanyl-L-asparagine trifluoroacetate salt